O.C(O)CN.C(O)(O)=O carbonic acid ethanolamine salt hydrate